ClC=1C(=C(C(=CC1)N1N=NN=C1)C1=CC(N2[C@@H](CC[C@@H]2C1)C=1N(C=C(N1)C1=C(C=CC=C1)NC(=O)C1CC1)C)=O)F |o1:19| N-(2-(2-((3S,8aR*)-7-(3-Chloro-2-fluoro-6-(1H-tetrazol-1-yl)phenyl)-5-oxo-1,2,3,5,8,8a-hexahydroindolizin-3-yl)-1-methyl-1H-imidazol-4-yl)phenyl)cyclopropanecarboxamide